FC(C(=O)OCC)(C(=O)OCC)C diethyl 2-fluoro-2-methylmalonate